Ammonium 3-((14-(trimethylsilyl)tetradec-13-yn-1-yl)thio)propyl (R)-(((1-(6-amino-9H-purin-9-yl)propan-2-yl)oxy)methyl)phosphonate NC1=C2N=CN(C2=NC=N1)C[C@@H](C)OCP(OCCCSCCCCCCCCCCCCC#C[Si](C)(C)C)([O-])=O.[NH4+]